C(N)(OC=1C=NC=CC1C)=O 4-methylpyridin-3-yl carbamate